16-methylheptadecyl docos-13-enoate C(CCCCCCCCCCCC=CCCCCCCCC)(=O)OCCCCCCCCCCCCCCCC(C)C